ClC1=C(C=CC=C1)[C@H]1CC[C@H](N1C(=O)C1=CC=C(C=C1)C1=CC=C(C=C1)F)C(=O)O (2S,5R)-5-(2-chlorophenyl)-1-(4'-fluoro-[1,1'-biphenyl]-4-carbonyl)pyrrolidine-2-carboxylic acid